1-[(4-chlorophenyl)methyl]-4-methyl-2-[3-(trifluoromethoxy)phenoxy]-1H,4H,5H,6H,7H,8H-imidazo[4,5-e][1,4]diazepin-6,8-dione ClC1=CC=C(C=C1)CN1C(=NC=2N(CC(NC(C21)=O)=O)C)OC2=CC(=CC=C2)OC(F)(F)F